(R)-N-(5-(6-(1-hydroxypropyl)-4-methylpyridin-3-yl)-8-methyl-8H-imidazo[4',5':3,4]benzo[1,2-d]thiazol-2-yl)cyclopropanecarboxamide O[C@H](CC)C1=CC(=C(C=N1)C=1C2=C(C3=C(N=C(S3)NC(=O)C3CC3)C1)N(C=N2)C)C